C1COC2=C(C(=CC=C2)P(C3=CC=CC=C3)C4=CC=CC=C4)C5=C(C=CC=C5P(C6=CC=CC=C6)C7=CC=CC=C7)OC1 (S)-Bis(diphenylphosphino)-7,8-dihydro-6H-dibenzo[f,h][1,5]dioxonin